BrC1=NC(=CC(=C1)[C@@H](C)OC)S(=O)(=O)C |o1:7| (R or S)-2-bromo-4-(1-methoxyethyl)-6-(methylsulfonyl)pyridine